di(2-ethylhexyl)neodymium C(C)C(C[Nd]CC(CCCC)CC)CCCC